[(1R)-2-(7-methyl-1-benzofuran-3-yl)-1-{[(1S,8R)-11-oxatricyclo[6.2.1.02,7]undeca-2,4,6-trien-1-yl]formamido}ethyl]boronic acid CC1=CC=CC=2C(=COC21)C[C@H](NC(=O)[C@@]21C3=CC=CC=C3[C@@H](CC2)O1)B(O)O